6-methyl-1,12-dodecanedicarboxylic acid CC(CCCCCC(=O)O)CCCCCCC(=O)O